OC(C(=O)OCCCCCCCCOCC1=CC=CC=C1)CC(=O)OCCCCCCCCOCC1=CC=CC=C1 bis(8-(benzyloxy)octyl) 2-hydroxysuccinate